FC1=CC=CC2=C1C[C@@H](C1=NC=CC=C1O2)CNC |o1:8| (R*)-1-(9-fluoro-10,11-dihydrobenzo[6,7]oxepino[3,2-b]pyridin-11-yl)-N-methylmethanamine